(S)-(2,7-dimethyl-3-(1-methyl-3-(trifluoromethyl)-1H-pyrazol-5-yl)-2,4,5,7-tetrahydro-6H-pyrazolo[3,4-c]pyridin-6-yl)(3-methoxyphenyl)methanone CN1N=C2[C@@H](N(CCC2=C1C1=CC(=NN1C)C(F)(F)F)C(=O)C1=CC(=CC=C1)OC)C